C1NCC12CC(C2)OCC#C 3-(2-Azaspiro[3.3]heptan-6-yloxy)propyn